BrC1=NC(=CC=C1)OCC1=C(C=C(C=C1)F)F 2-bromo-6-((2,4-difluorobenzyl)oxy)pyridine